tert-butyl 4-(4-cyano-1-(2,6-dimethylmorpholino)-6-(naphthalen-1-yl)-5,6,7,8-tetrahydro-2,6-naphthyridin-3-yl)piperazine-1-carboxylate C(#N)C1=C(N=C(C=2CCN(CC12)C1=CC=CC2=CC=CC=C12)N1CC(OC(C1)C)C)N1CCN(CC1)C(=O)OC(C)(C)C